(S)-(1-(2-hydroxy-2-methylpropyl)-5-methyl-1H-indazol-3-yl)(3-(pyridin-2-yl)-3-(p-tolyl)piperidin-1-yl)methanone OC(CN1N=C(C2=CC(=CC=C12)C)C(=O)N1C[C@](CCC1)(C1=CC=C(C=C1)C)C1=NC=CC=C1)(C)C